CC1(C=CC=C2C1CN2CC(=O)NC=2C=C(C(=NC2)C)NC(=O)C=2C=NN1C2SC(=C1)C1=CC=C(C=C1)C1(COC1)O)C N-(5-(2-(3,3-dimethylbenzazetidin-1-yl)acetamido)-2-methylpyridin-3-yl)-2-(4-(3-hydroxyoxetan-3-yl)phenyl)pyrazolo[5,1-b]Thiazole-7-carboxamide